3-(1-methyl-7-(4-(((S)-2-methylpiperazin-1-yl)methyl)piperidin-1-yl)-1H-indazol-3-yl)piperidine-2,6-dione CN1N=C(C2=CC=CC(=C12)N1CCC(CC1)CN1[C@H](CNCC1)C)C1C(NC(CC1)=O)=O